[Na+].OC1=CC=C(C=C1)CCC(=O)ON1C(C(CC1=O)S(=O)(=O)[O-])=O 1-((3-(4-hydroxyphenyl) propionyl) oxy)-2,5-dioxopyrrolidine-3-sulfonate Sodium